N[C@@H](C(=O)NC1=CC=C(C=C1)C1=C2C(=NC=C1)NC=C2)CCC(C)C (2R)-2-Amino-5-methyl-N-[4-(1H-pyrrolo[2,3-b]pyridin-4-yl)phenyl]hexanamide